C(CCCCCCCCCC)[Si](Cl)(Cl)Cl undecyl-Trichlorosilane